N1=CC=C(C=C1)\C=C/C=1C2=CC=CC=C2C(=C2C=CC=CC12)\C=C/C1=CC=NC=C1 9,10-bis[(cis)-2-(pyridin-4-yl)vinyl]anthracene